O[C@H]1C[C@@H](NC1=O)C(=O)O (2R,4S)-4-hydroxy-5-oxopyrrolidine-2-carboxylic acid